CS(=O)(=O)C1=CC(=C(C=C1)NCC#CC=1N(C2=CC=CC(=C2C1)NC(NC1CCC(CC1)N(C)C)=O)CC(F)(F)F)OC 3-(2-{3-[(4-methanesulfonyl-2-methoxyphenyl)amino]prop-1-yn-1-yl}-1-(2,2,2-trifluoroethyl)-1H-indol-4-yl)-1-[(1R,4R)-4-(dimethylamino)cyclohexyl]urea